2,2-difluorobenzo[d][1,3]dioxole-5-formaldehyde FC1(OC2=C(O1)C=CC(=C2)C=O)F